butyl 2,5-bis[[4-[2-[4-(3-hydroxypropylsulfanyl)phenyl]-ethynyl]benzoyl]oxy]benzoate OCCCSC1=CC=C(C=C1)C#CC1=CC=C(C(=O)OC2=C(C(=O)OCCCC)C=C(C=C2)OC(C2=CC=C(C=C2)C#CC2=CC=C(C=C2)SCCCO)=O)C=C1